(1S,3S)-3-((2-methyl-6-(1-methyl-5-((((3,3,3-trifluoro-2-methylpropoxy)carbonyl)amino)methyl)-1H-1,2,3-triazol-4-yl)pyridin-3-yl)oxy)cyclohexane-1-carboxylic acid CC1=NC(=CC=C1O[C@@H]1C[C@H](CCC1)C(=O)O)C=1N=NN(C1CNC(=O)OCC(C(F)(F)F)C)C